3-chloro-5-{2-[3-[(3,5-difluoro-4-methanesulfonylphenoxy)methyl]-4-methylpyrrolidin-1-yl]ethyl}benzonitrile ClC=1C=C(C#N)C=C(C1)CCN1CC(C(C1)C)COC1=CC(=C(C(=C1)F)S(=O)(=O)C)F